C(C=C)(=O)N1CCC(CC1)C1=CN(C=2C(=NNC(C21)=O)N)C2=CC=C(C=C2)OC2=CC=CC=C2 3-(1-Acryloylpiperidin-4-yl)-7-amino-1-(4-phenoxyphenyl)-1,5-dihydro-4H-pyrrolo[2,3-d]pyridazin-4-on